5-[(methylamino)methyl]Thiophene-3-carboxamidine CNCC1=CC(=CS1)C(=N)N